2,2,2-trifluoro-1-(4-fluorophenyl)ethan-1-amine hydrochloride Cl.FC(C(N)C1=CC=C(C=C1)F)(F)F